P(=O)(OC1=C(C(=CC=C1)F)CNC(=O)C1=CC=C2[C@@H](N(C(N(C2=C1)CC1=C(C=CC=C1F)Cl)=O)C)C)(O)O (S)-2-((1-(2-chloro-6-fluorobenzyl)-3,4-dimethyl-2-oxo-1,2,3,4-tetrahydroquinazoline-7-carboxamido)methyl)-3-fluorophenyl dihydrogen phosphate